1,1'-biphenyl-2',3',4',5',6'-d5 C1(=CC=CC=C1)C1=C(C(=C(C(=C1[2H])[2H])[2H])[2H])[2H]